C(C)(C)(C)OC(=O)N1[C@@H](CCC1C#N)C(=O)OC(C)(C)C (2S)-5-cyanopyrrolidine-1,2-dicarboxylic acid di-tert-butyl ester